2-(2,6-dioxopiperidin-3-yl)-5-((3-(trans-3-(4-(7-(4-(2,2,2-trifluoroethyl)piperazin-1-yl)quinoxalin-2-yl)-1H-pyrazol-1-yl)cyclobutyl)propyl)amino)isoindoline-1,3-dione O=C1NC(CCC1N1C(C2=CC=C(C=C2C1=O)NCCC[C@@H]1C[C@H](C1)N1N=CC(=C1)C1=NC2=CC(=CC=C2N=C1)N1CCN(CC1)CC(F)(F)F)=O)=O